FC=1C=C(C=CC1)NC1CCC2=CC=C(C=C12)NC(C=C)=O N-(3-((3-fluorophenyl)amino)-2,3-dihydro-1H-inden-5-yl)acrylamide